C1(=C(C=CC=C1)N1CNC2=CC(=CC=C2C1)C(=O)N)C 3-o-tolyl-1,2,3,4-tetrahydroquinazoline-7-carboxamide